C(C)(=O)C1=CC=C(COC2=CC3=C(C(=CC(O3)=O)C(F)(F)F)C=C2)C=C1 7-((4-acetylbenzyl)oxy)-4-trifluoromethyl-2H-1-benzopyran-2-one